(E)-1,3-diethyl-8-(2-(2-methoxypyrimidin-5-yl)vinyl)-1H-purine-2,6(3H,7H)-dione C(C)N1C(N(C=2N=C(NC2C1=O)\C=C\C=1C=NC(=NC1)OC)CC)=O